[Na+].S(=O)(=O)([O-])CC(=O)OCCCCCCCCCCCC lauryl sulfoacetate sodium salt